C(C=C)(=O)OC.[F] fluorine (methyl) acrylate